C(C)OC(CSC1=NC2=C(N1)C(=C(C=C2)OC)C=O)=O (7-formyl-6-methoxy-1H-benzoimidazol-2-ylsulfanyl)-acetic acid ethyl ester